BrC1=C2OCCCC3=C(NC(C(S1)=C23)=O)C(=O)N2CCOCC2 2-bromo-7-(morpholine-4-carbonyl)-12-oxa-3-thia-6-azatricyclo[6.4.1.04,13]trideca-1,4(13),7-trien-5-one